FC=1C=C(C=C(C1C(C)C)OC)B(O)O (3-Fluoro-4-isopropyl-5-methoxyphenyl)boronic acid